2-amino-9-((2R,3R,4S,5R)-5-(((tert-butyldimethylsilyl)oxy)methyl)-3-hydroxy-4-((2-sulfido-1,3,2-dithiaphospholan-2-yl)oxy)tetrahydrofuran-2-yl)-1,9-dihydro-6H-purin-6-one NC=1NC(C=2N=CN(C2N1)[C@@H]1O[C@@H]([C@H]([C@H]1O)OP1(SCCS1)=S)CO[Si](C)(C)C(C)(C)C)=O